4,4'-bis(2,5-dimethylstyryl)biphenyl CC1=C(C=CC2=CC=C(C=C2)C2=CC=C(C=C2)C=CC2=C(C=CC(=C2)C)C)C=C(C=C1)C